(6-bromo-1H-indol-3-yl)ethylamine BrC1=CC=C2C(=CNC2=C1)CCN